O=S1(C2=C(CC1)C=CC=C2NC=2C=C(NN2)[C@@H]2C[C@@H](CC2)C2=C(C=CC(=C2)[N+](=O)[O-])OC(=O)O)=O.[N+](=O)([O-])C(C)(C)C2C(NC(C2)=O)=O 3-(2-nitropropan-2-yl)pyrrolidine-2,5-dione (1R,3S)-3-{5-[(1,1-dioxo-2,3-dihydro-1λ6-benzo[2,1-b]thiophen-7-yl)amino]-2H-pyrazol-3-yl}cyclopentyl-[(4-nitrophenyl)oxy]methanoate